C(C)(C)(C)OC(NC1COC2(C1)CCNCC2)=O tert-butyl-1-oxa-8-azaspiro[4.5]dec-3-yl-carbamate